3-oxopropanamide O=CCC(=O)N